BrC(CO)C(F)(F)F 2-bromo-3,3,3-trifluoropropanol